1,1,1-trifluoro-N-(4-{9-hydroxy-8-oxo-4-thia-2,12-diazatricyclo[7.3.0.03,7]dodeca-1,3(7),5-trien-12-yl}phenyl)methane-sulfonamide FC(S(=O)(=O)NC1=CC=C(C=C1)N1CCC2(C(C=3C=CSC3N=C12)=O)O)(F)F